CC(C(O)C1=CC=CC=C1)(CO)C 2,2-dimethyl-1-phenylpropan-1,3-diol